CN1C(N(C(C2=C1N=CC(=C2OCCC)CCC)=O)CC(=O)NCC2OCCC2)=O 1,4-Dihydro-1-methyl-2,4-dioxo-5-propoxy-6-propyl-N-[(tetrahydro-2-furanyl)methyl]pyrido[2,3-d]pyrimidine-3(2H)-acetamide